(3R)-3-[6-chloro-2-(3,5-dimethylmorpholine-4-carbonyl)-1,2,3,4-tetrahydroisoquinolin-8-yl]morpholine-4-carboxylic acid tert-butyl ester C(C)(C)(C)OC(=O)N1[C@@H](COCC1)C=1C=C(C=C2CCN(CC12)C(=O)N1C(COCC1C)C)Cl